[Si](C)(C)(C(C)(C)C)OCCCC=1C(=C2C=NN(C2=CC1Cl)C1OCCCC1)B1OC(C(O1)(C)C)(C)C 5-(3-((tert-Butyldimethylsilyl)oxy)propyl)-6-chloro-1-(tetrahydro-2H-pyran-2-yl)-4-(4,4,5,5-tetramethyl-1,3,2-dioxaborolan-2-yl)-1H-indazole